FC1(CNC1)CCC=1C=C(C=CC1)C1C(NC(CC1)=O)=O 3-[3-[2-(3-fluoroazetidin-3-yl)ethyl]phenyl]piperidine-2,6-dione